2-[[2-[2-(dimethylamino)ethoxy]ethyl]methylamino]ethanol (2S,5R)-Benzyl-5-((5-chloro-7H-pyrrolo[2,3-d]pyrimidin-4-yl)amino)-2-methylpiperidine-1-carboxylate C(C1=CC=CC=C1)[C@]1(N(C[C@@H](CC1)NC=1C2=C(N=CN1)NC=C2Cl)C(=O)OCCN(C)CCOCCN(C)C)C